1,1,1-trifluoro-N-{2-[(3R,4S)-4-hydroxy-3-(thiophen-2-ylmethyl)-3,4-dihydro-2H-chromen-7-yl]phenyl}methanesulfonamide FC(S(=O)(=O)NC1=C(C=CC=C1)C1=CC=C2[C@H]([C@@H](COC2=C1)CC=1SC=CC1)O)(F)F